BrC=1C=CC(=C(C1)C1=C(C(=CC=C1)C)Cl)S(=O)(=O)N1CCC(CC1)(C(=O)N[C@H](C)\C=C/S(=O)(=O)C)F (R,Z)-1-((5-bromo-2'-chloro-3'-methyl-[1,1'-biphenyl]-2-yl)sulfonyl)-4-fluoro-N-(4-(methylsulfonyl)but-3-en-2-yl)piperidine-4-carboxamide